BrC1=CC=CC2=C1N(C=N2)CCCN(C(OC(C)(C)C)=O)CCCO[Si](C)(C)C(C)(C)C tert-butyl N-[3-(7-bromobenzimidazol-1-yl)propyl]-N-[3-[tert-butyl(dimethyl)silyl]oxypropyl]carbamate